CC1(C(CC2=CC=CC=C12)NC1=CC=C(C=C1)[C@@H](C(F)(F)F)N(C(=O)N1CCC(CC1)(O[Si](C)(C)C)C)C)C N-((1S)-1-(4-((1,1-dimethyl-2,3-dihydro-1H-inden-2-yl)amino)phenyl)-2,2,2-trifluoroethyl)-N,4-dimethyl-4-((trimethylsilyl)oxy)piperidine-1-carboxamide